(2-(tert-butoxycarbonyl)-1-methyl-1,2,3,4-tetrahydroisoquinolin-5-yl)propanoic acid C(C)(C)(C)OC(=O)N1C(C2=CC=CC(=C2CC1)C(C(=O)O)C)C